BrC1=C(C=C(C=C1)[N+](=O)[O-])NC(C1=CC=CC=C1)=O N-(2-bromo-5-nitrophenyl)benzamide